3-Propan-2-yl-3,4-dihydro-2H-chromene-5,7-diol CC(C)C1COC=2C=C(C=C(C2C1)O)O